ClC=1N=C(C2=C(N1)C(=C(N=C2)Cl)F)N2C1C(C1CCCC2)Cl 2,7-Dichloro-4-(8-chloro-2-azabicyclo[5.1.0]octan-2-yl)-8-fluoropyrido[4,3-d]pyrimidine